(E)-3-(6-Chloronaphthalen-2-yl)-1-(2,4-dihydroxyphenyl)prop-2-en-1-one ClC=1C=C2C=CC(=CC2=CC1)/C=C/C(=O)C1=C(C=C(C=C1)O)O